N-(3-methylbenzyl)-2-(7-methoxynaphthalen-1-yl)ethan-1-amine fumarate C(\C=C\C(=O)O)(=O)O.CC=1C=C(CNCCC2=CC=CC3=CC=C(C=C23)OC)C=CC1